[N+](=[N-])=CC(CC[C@H](N)C(=O)O)=O 6-diazo-5-oxonorleucine